C1(CCCC1)C=1N=NN(C1)CC1=CC=C(C=C1)C1=NOC(=N1)C(F)(F)F 3-[4-[(4-cyclopentyltriazol-1-yl)methyl]phenyl]-5-(trifluoromethyl)-1,2,4-oxadiazole